1-(6-{[3-cyclopropyl-5-(pyrimidin-2-yl)phenyl]amino}hexyl)-2-(hydroxymethyl)piperidine-3,4,5-triol C1(CC1)C=1C=C(C=C(C1)C1=NC=CC=N1)NCCCCCCN1C(C(C(C(C1)O)O)O)CO